FC12CC3(C[C@H](C[C@@H](C1)C3)C2)C(=O)N2C3=C(NC1=C(C2)C=NN1C)C=CC=C3 ((1r,3s,5R,7S)-3-Fluoroadamantan-1-yl)(1-methyl-4,10-dihydrobenzo[b]pyrazolo[3,4-e][1,4]diazepin-5(1H)-yl)methanone